CN1C(=CC(=C1)NC(=O)C=1N(C=C(N1)NC(CCNC(=O)C=1N(C=C(C1)NC(=O)C=1N(C=CN1)C)C)=O)C)C(=O)O 1-methyl-4-[1-methyl-4-(3-[[1-methyl-4-(1-methylimidazole-2-amido)pyrrol-2-yl]formamido]propanamido)imidazole-2-amido]pyrrole-2-carboxylic acid